Ethyl 3-fluoro-5-[({1-[2-fluoro-4-(trifluoromethoxy) phenyl]cyclopropyl}carbonyl) amino]-2-(1-methyl-1H-indazol-6-yl)benzoate FC=1C(=C(C(=O)OCC)C=C(C1)NC(=O)C1(CC1)C1=C(C=C(C=C1)OC(F)(F)F)F)C1=CC=C2C=NN(C2=C1)C